2-(neopentyloxy)ethan-1-amine C(C(C)(C)C)OCCN